FC=1C=C(NCC(C)(O)C)C=CC1I 1-(3-Fluoro-4-iodo-anilino)-2-methyl-propan-2-ol